Cl.NC1=C(C(=O)O)C=C(C(=C1)Br)F 2-Amino-4-bromo-5-fluorobenzoic acid hydrochloride